2-hydroxy-1-(1H-imidazol-1-yl)propan OC(CN1C=NC=C1)C